3-benzyl-1-(trans-4-((4-(4-chloro-1H-pyrazol-3-yl)-5-cyanopyrimidin-2-yl)amino)cyclohexyl)-1-(4-(2-methoxypyrimidin-5-yl)pyridin-2-yl)urea C(C1=CC=CC=C1)NC(N(C1=NC=CC(=C1)C=1C=NC(=NC1)OC)[C@@H]1CC[C@H](CC1)NC1=NC=C(C(=N1)C1=NNC=C1Cl)C#N)=O